Tert-butyl 5-[[3-fluoro-4-(2-hydrazino-2-oxo-ethyl)phenyl]sulfonyl-[(4-methoxyphenyl)methyl]amino]thiazole-4-carboxylate FC=1C=C(C=CC1CC(=O)NN)S(=O)(=O)N(C1=C(N=CS1)C(=O)OC(C)(C)C)CC1=CC=C(C=C1)OC